C1=CC=C(C=2SC3=C(C21)C=CC=C3)B3OC(C(O3)(C)C)(C)C 2-dibenzothiophen-4-yl-4,4,5,5-tetramethyl-1,3,2-dioxaborolane